2'-bromo-4-((3,5-difluoropyridin-2-yl)methoxy-d2)-5',6-dimethyl-2H-[1,4'-bipyridin]-2-one BrC1=NC=C(C(=C1)N1C(C=C(C=C1C)OC([2H])([2H])C1=NC=C(C=C1F)F)=O)C